FC1=C(C(=CC(=C1)F)F)SC1=CC=CC=C1 phenyl (2,4,6-trifluorophenyl) sulfide